C(C1=CC=CC=C1)N1C(C2=C(C=3C=CC=NC13)CCN(C2)CC2=C(C=CC=C2)C)=O 6-benzyl-3-(2-methylbenzyl)-2,3,4,6-tetrahydropyrido[3,4-c][1,8]naphthyridine-5(1H)-one